C(C1=CC=CC=C1)OC1OC2=CC=CC=C2CC1COC1OCCCC1 (benzyloxy)-3-(((tetrahydro-2H-pyran-2-yl)oxy)methyl)chromane